Isopropyl ((((1S,4R)-4-(2-amino-6-methoxy-9H-purin-9-yl)cyclopent-2-en-1-yl)methoxy)(m-toluyloxy)phosphoryl)-L-alaninate NC1=NC(=C2N=CN(C2=N1)[C@H]1C=C[C@H](C1)COP(=O)(OC=1C=C(C=CC1)C)N[C@@H](C)C(=O)OC(C)C)OC